2-amino-9-chloro-3-((2-methyl-6-(piperazin-1-yl)pyridin-3-yl)oxy)-10H-chromeno[3,2-b]pyridin-10-one hydrochloride Cl.NC1=C(C=C2C(=N1)C(C=1C(=CC=CC1O2)Cl)=O)OC=2C(=NC(=CC2)N2CCNCC2)C